Cl.BrC1=CC=C2[C@](CN(C2=C1)C(CN1[C@H](CN[C@@H](C1)C)COC)=O)(C)COC 1-[(3S)-6-Bromo-3-(methoxymethyl)-3-methyl-2,3-dihydro-1H-indol-1-yl]-2-[(2R,5R)-2-(methoxymethyl)-5-methylpiperazin-1-yl]ethan-1-one hydrochloride